ClC=1C(=C(C=CC1F)N(C(=O)[C@H]1N(C(NC1)=O)C1=NC2=C(C(=C1)SC(F)(F)F)N=CS2)C)F (4S)-4-[N-(3-chloro-2,4-difluorophenyl)-N-methylcarbamoyl]-2-oxo-3-[7-(trifluoromethylthio)(1,3-thiazolo[4,5-e]pyridin-5-yl)]imidazolidine